(S)-2-((tert-butoxycarbonyl)amino)-5-((2-nitrophenyl)amino)pentanoic acid C(C)(C)(C)OC(=O)N[C@H](C(=O)O)CCCNC1=C(C=CC=C1)[N+](=O)[O-]